OC=1C=C(CS(=O)(=O)O)C=CC1 meta-hydroxytoluenesulfonic acid